COC=1C=C(C=C(C1)OC)C1CC(CCC1)=O 3-(3,5-dimethoxyphenyl)cyclohexane-1-one